Isopropyl (2R,3S,5R)-3-((N,N-dimethylsulfamoyl)(4-methoxybenzyl)amino)-5-methyl-2-(((triethylsilyl)oxy)methyl)pyrrolidine-1-carboxylate CN(S(=O)(=O)N([C@@H]1[C@@H](N([C@@H](C1)C)C(=O)OC(C)C)CO[Si](CC)(CC)CC)CC1=CC=C(C=C1)OC)C